N-({8-cyano-1-[(2R,4R)-2-methyloxan-4-yl]-1H-imidazo[4,5-c]quinolin-2-yl}methyl)acetamide C(#N)C1=CC=2C3=C(C=NC2C=C1)N=C(N3[C@H]3C[C@H](OCC3)C)CNC(C)=O